OC[C@@]1(OC2=C(C1)C=C(C(=C2)N2CCOCC2)NC(C2=NC(=CC=C2)C(F)(F)F)=O)C (R)-N-(2-(hydroxymethyl)-2-methyl-6-morpholino-2,3-dihydrobenzofuran-5-yl)-6-(trifluoromethyl)picolinamide